spiro[benzo[6,7]oxepino[3,2-b]pyridine-11,1'-cyclopropane]-7-carboxylic acid C12(CC1)CC1=C(OC=3C2=NC=CC3)C=C(C=C1)C(=O)O